ClC1=C(C=CC=C1B1OC(C(O1)(C)C)(C)C)NC1=NOC2=C1C=C(C=C2)C(OC)OC N-(2-chloro-3-(4,4,5,5-tetramethyl-1,3,2-dioxaborolan-2-yl)phenyl)-5-(dimethoxymethyl)benzo[d]isoxazol-3-amine